tert-butyl 4-(N-(1,3-dimethyl-1H-pyrazol-4-yl)carbamoyl)-4-methylpiperidine-1-carboxylate CN1N=C(C(=C1)NC(=O)C1(CCN(CC1)C(=O)OC(C)(C)C)C)C